6-bromo-8-fluoro-2-isopropyl-imidazo[1,2-a]pyridine BrC=1C=C(C=2N(C1)C=C(N2)C(C)C)F